C(C)(=O)N1CCC(CC1)C=1N=C(N2C(=NC=CC21)N)C2=CC=C(C(=O)NC1=NC=CC(=C1)C(F)(F)F)C=C2 4-(1-(1-acetylpiperidin-4-yl)-5-aminoimidazo[1,5-c]pyrimidin-3-yl)-N-(4-(trifluoromethyl)pyridin-2-yl)benzamide